[13C3]palmitic acid [13C]([13CH2][13CH2]CCCCCCCCCCCCC)(=O)O